CC=1C=C(C(=C(C1)C)C)S(=O)(=O)N 3,5,6-trimethylbenzenesulfonamide